methyl (2E)-2-methoxyimino-2-[3-methyl-2-[[(E)-1-[6-(trifluoromethyl)pyrazin-2-yl]ethylideneamino]oxymethyl]phenyl]acetate CO\N=C(\C(=O)OC)/C1=C(C(=CC=C1)C)CO/N=C(\C)/C1=NC(=CN=C1)C(F)(F)F